C(C=C)NC(CCC1=CC(=CC=C1)C(F)(F)F)=O N-(prop-2-en-1-yl)-3-[3-(trifluoromethyl)phenyl]propanamide